methyl 2-(5-amino-6-oxo-2-phenylpyrimidin-1(6H)-yl)acetate NC1=CN=C(N(C1=O)CC(=O)OC)C1=CC=CC=C1